N1=CC(=CC=C1)OCC1=CC=C(OC2=CNC=CC=C2)C=C1 3-(4-((pyridin-3-yloxy)methyl)phenoxy)azepine